1,3-dimethyl-imidazole diethyl-phosphate C(C)OP(=O)(OCC)O.CN1CN(C=C1)C